ClC=1C=CC2=C(C[C@H](CC=3N2C(=NN3)[C@@H]3CC[C@H](CC3)OC3=NC=CC=C3)NC(=O)C3CCOCC3)C1 N-{(5R)-8-Chloro-1-[trans-4-(pyridin-2-yloxy)cyclohexyl]-5,6-dihydro-4H-[1,2,4]triazolo[4,3-a][1]benzazepin-5-yl}tetrahydro-2H-pyran-4-carboxamid